1-(2-fluoro-4-(1H-pyrazol-4-yl)phenyl)piperazine FC1=C(C=CC(=C1)C=1C=NNC1)N1CCNCC1